(S)-(1-(4-(but-1-yn-1-yl)-5-fluoropyrimidin-2-yl)piperidin-4-yl)(3-(3,5-difluorophenyl)isoxazolidin-2-yl)methanone C(#CCC)C1=NC(=NC=C1F)N1CCC(CC1)C(=O)N1OCC[C@H]1C1=CC(=CC(=C1)F)F